2-(4'-Diethylamino-2'-hydroxybenzoyl)-benzoic acid hexyl ester C(CCCCC)OC(C1=C(C=CC=C1)C(C1=C(C=C(C=C1)N(CC)CC)O)=O)=O